1-Bromo-5-ethoxy-2-methyl-4-nitrobenzene BrC1=C(C=C(C(=C1)OCC)[N+](=O)[O-])C